Cl.C12CC(CC(CC1)N2)N(C=2SC1=C(C=NC(=C1)C1=CC3=CN(N=C3C(=C1)F)C)N2)C N-[(3-exo)-8-Azabicyclo[3.2.1]oct-3-yl]-6-(7-fluoro-2-methyl-2H-indazol-5-yl)-N-methyl[1,3]thiazolo[4,5-c]pyridin-2-amin-Hydrochlorid